N1-(5-methoxy-2-nitrophenyl)propane-1,2-diamine COC=1C=CC(=C(C1)NCC(C)N)[N+](=O)[O-]